BrC=1C=C2CCN(C2=CC1)C 5-bromo-2,3-dihydro-1-methyl-1H-indole